tert-butyl (R)-3-(2-((tert-butyldimethylsilyl)oxy)ethyl)-1-oxo-2-azaspiro[4.4]non-7-ene-2-carboxylate [Si](C)(C)(C(C)(C)C)OCC[C@@H]1N(C(C2(C1)CC=CC2)=O)C(=O)OC(C)(C)C